(5-bromo-2-(2,2-difluoroethoxy)pyridin-4-yl)methanol BrC=1C(=CC(=NC1)OCC(F)F)CO